6-[5-[1-[[6-bromo-8-(trifluoromethyl)quinazolin-4-yl]-methyl-amino]ethyl]-1,2,4-triazol-1-yl]pyridine-3-carbonitrile BrC=1C=C2C(=NC=NC2=C(C1)C(F)(F)F)N(C(C)C1=NC=NN1C1=CC=C(C=N1)C#N)C